OC1=CC=C(C(=O)O)C=C1 L-4-hydroxybenzoic acid